FC1=C(C=CC=C1S(=O)(=O)C(F)(F)F)C(C)=O 1-(2-fluoro-3-((trifluoromethyl)sulfonyl)phenyl)ethan-1-one